2-(6-(((2-oxaadamantan-1-yl)methoxy)methyl)pyridin-3-yl)-5-(difluoromethyl)-1,3,4-oxadiazole C12(OC3CC(CC(C1)C3)C2)COCC2=CC=C(C=N2)C=2OC(=NN2)C(F)F